CC1=CC=CC(=N1)N1N=C(C=C1)CC(=O)O 2-(1-(6-methylpyridin-2-yl)-1H-pyrazol-3-yl)acetic acid